(1R,2S)-1-(2-chlorophenyl)-N2-(cyclopropylmethyl)-N1-methylcyclohexane-1,2-diamine ClC1=C(C=CC=C1)[C@]1([C@H](CCCC1)NCC1CC1)NC